1-((4,5,6,7-tetrahydropyrazolo[1,5-a]pyridin-3-yl)sulfonyl)piperidin N1=CC(=C2N1CCCC2)S(=O)(=O)N2CCCCC2